C(C)(C)(C)OC(CN1CCN(CCN(CCN(CC1)CC(OC(C)(C)C)=O)CC(OC(C)(C)C)=O)CC(=O)O)=O 2-(4,7,10-Tris(2-(t-butoxy)-2-oxoethyl)-1,4,7,10-tetraazacyclododecan-1-yl)acetic acid